N-ethyl-7-fluoro-N-(3-iodophenyl)-1-methyl-[1,2,4]triazolo[4,3-a]quinazolin-5-amine C(C)N(C1=NC=2N(C3=CC=C(C=C13)F)C(=NN2)C)C2=CC(=CC=C2)I